CO[Si](OC)(OC)CCCCC(CNCCC[Si](OC)(OC)OC)(N(CC)CC)SC(CCCC[Si](OC)(OC)OC)(N(CC)CC)CNCCC[Si](OC)(OC)OC trimethoxysilylpropyl-(diethylamino)(trimethoxysilylpropylamino)methylethyl sulfide